3-fluoro-4-((4-hydroxypiperidine-1-yl)methyl)phenylboronic acid FC=1C=C(C=CC1CN1CCC(CC1)O)B(O)O